2-cyclopentylcyclopentyl crotonate C(\C=C\C)(=O)OC1C(CCC1)C1CCCC1